BrC1=C(C2=C(C=N1)N=C(N2)C2=CC(=CN2)C(=O)C=2C(=NC=CC2)C(F)(F)F)Cl (5-(6-bromo-7-chloro-1H-imidazo[4,5-c]pyridin-2-yl)-1H-pyrrol-3-yl)(2-(trifluoromethyl)pyridin-3-yl)methanone